[Si].C(=CC)[Ti] propenyl-titanium silicon